C(C)(C)(C)OC(=O)N1CC(CC1)COC1=CC(=CC(=C1)[N+](=O)[O-])Cl 3-((3-chloro-5-nitrophenoxy)methyl)pyrrolidine-1-carboxylic acid tert-butyl ester